C1(CCCCC1)C(C(=O)O)(O)C1=CC=CC=C1 alpha-cyclohexyl-alpha-hydroxy-phenylacetic acid